(S)-1-(4-bromophenyl)-5-(morpholine-4-carbonyl)pyrrolidin-2-one BrC1=CC=C(C=C1)N1C(CC[C@H]1C(=O)N1CCOCC1)=O